FC=1C=C(C#N)C=CC1COC1=NC=NC=C1I 3-Fluoro-4-[(5-iodopyrimidin-4-yl)oxymethyl]benzonitrile